6-((4-((2-ethyl-4-(6-methylpyridin-2-yl)thiazol-5-yl)oxy)pyridin-2-yl)amino)nicotinic acid C(C)C=1SC(=C(N1)C1=NC(=CC=C1)C)OC1=CC(=NC=C1)NC1=NC=C(C(=O)O)C=C1